P(=O)(O)(O)O[C@H]1[C@H]([C@@](O[C@@H]1CO)(N1C(=O)NC(=O)C(=C1)C)F)O Fluoro-5-methyluridine-3'-monophosphate